F[C@@H]1CN(CC[C@@H]1NC1=NN2C(C(=N1)OC)=C(C=C2)C=2C=CC1=C(N(N=N1)[C@H](CF)C)C2)C2COC2 N-((3R,4S)-3-fluoro-1-(oxetan-3-yl)piperidin-4-yl)-5-(1-((S)-1-fluoropropan-2-yl)-1H-benzo[d][1,2,3]triazol-6-yl)-4-methoxypyrrolo[2,1-f][1,2,4]triazin-2-amine